Tert-butyl 6-[(2,6-dichloro-4-pyridyl)-difluoro-methyl]bicyclo[3.1.0]-hexane-3-carboxylate ClC1=NC(=CC(=C1)C(C1C2CC(CC12)C(=O)OC(C)(C)C)(F)F)Cl